3-methyloxetane-2-carboxylic acid CC1C(OC1)C(=O)O